(Ra)-6-(1-((S)-1-([1,1'-biphenyl]-4-yl)-ethyl)-1H-indazole-7-carboxamido)spiro[3.3]heptane-2-carboxylic acid C1(=CC=C(C=C1)[C@H](C)N1N=CC2=CC=CC(=C12)C(=O)NC1CC2(CC(C2)C(=O)O)C1)C1=CC=CC=C1